(perfluorohexyl)ethylene FC(C(C(C(C(C(F)(F)F)(F)F)(F)F)(F)F)(F)F)(F)C=C